C(C)N(C(O[C@@H]1C[C@@H](CC1)C1=CC(=NN1)NC(CC1=CC(=NC=C1)OC)=O)=O)C (1S,3R)-3-(3-{[(2-methoxypyridin-4-yl)acetyl]amino}-1H-pyrazol-5-yl)cyclopentyl ethyl(methyl)carbamate